4-(((2S)-1,2-dimethylazetidin-3-yl)oxy)-3-methylaniline CN1[C@H](C(C1)OC1=C(C=C(N)C=C1)C)C